BrCCCCCCC 1-Bromoheptan